C(C)OC(=O)C1=C(C(=NN1C1CC(CC1)O)C1=CC=C(C=C1)Br)C#N (4-bromophenyl)-4-cyano-1-(3-hydroxycyclopentyl)-1H-pyrazole-5-carboxylic acid ethyl ester